FC1=C2C=CN(C2=C(C=C1)C(=O)NC1CC2(CCC2)C1)CC1=CC=C(C=C1)N1CCOCC1 6-(4-fluoro-1-(4-morpholinobenzyl)-1H-indole-7-carboxamido)spiro[3.3]heptane